Cl.S1C(=NN=C1)C(=O)N 1,3,4-thiadiazole-2-carboxamide hydrochloride